[1,3]Dithiolane S1CSCC1